C(C)(C)(C)C12COCC(CN(C1)CC1=C(N=C3N1C=CC=N3)C3=CC=C(C=C3)C(C)C)N2C(=O)OC(CC)C2=NC=CC=C2F 1-(3-Fluoropyridin-2-yl)propan-1-ol tert-Butyl-7-{[2-(4-isopropylphenyl)imidazo[1,2-a]pyrimidin-3-yl]methyl}-3-oxa-7,9-diazabicyclo[3.3.1]nonane-9-carboxylate